FC=1C=C(C=CC1F)C=1OC2=C(C=C(C=C2C(C1)=O)C)[C@@H](C)NC1=C(C(=O)O)C=CC=C1 2-[[(1R)-1-[2-(3,4-Difluorophenyl)-6-methyl-4-oxo-chromen-8-yl]ethyl]amino]benzoic acid